C[C@H]1[C@H]([C@H]([C@@H]([C@@H](O1)O[C@@H]2[C@H]([C@@H](O[C@@H]([C@H]2O)CO)O)NC(=O)C)O)O)O The molecule is an amino disaccharide consisting of an alpha-L-fucosyl residue attached to N-acetyl-beta-D-glucosamine by a (1->3)-glycosidic linkage. It has a role as an epitope. It is an amino disaccharide and a glucosamine oligosaccharide.